(S)-1'-(6-((2-amino-3-chloropyridin-4-yl)thio)pyrido[2,3-b]pyrazin-2-yl)-6-methyl-1,3-dihydrospiro[inden-2,4'-piperidin]-1-amine NC1=NC=CC(=C1Cl)SC=1C=CC=2C(=NC=C(N2)N2CCC3(CC2)[C@@H](C2=CC(=CC=C2C3)C)N)N1